2-(Piperidin-4-yl)ethanol N1CCC(CC1)CCO